Trans-methyl 4-[difluoro-(6-methyl-2-methylsulfonyl-pyrimidin-4-yl)methyl]cyclohexanecarboxylate FC([C@@H]1CC[C@H](CC1)C(=O)OC)(C1=NC(=NC(=C1)C)S(=O)(=O)C)F